(S,E)-8-(2-chloro-3-fluorophenyl)-9-(4-((1-(4-(dimethylamino)-4-oxobut-2-en-1-yl)pyrrolidin-3-yl)oxy)phenyl)-6,7-dihydro-5H-benzo[7]annulene-3-carboxylic acid ClC1=C(C=CC=C1F)\C=1\CCCC2=C(/C1/C1=CC=C(C=C1)O[C@@H]1CN(CC1)CC=CC(=O)N(C)C)C=CC(=C2)C(=O)O